benzofuro[3,2-b]pyridin-3-ylboronic acid N1=C2C(=CC(=C1)B(O)O)OC1=C2C=CC=C1